FC1=CC=C(C=C1)N1N=C(C=C1C1=C(C=CC=C1OCC(=O)OC)OC)C(=O)N[C@H](CC(=O)O)CC(C)C (3S)-3-{[1-(4-fluorophenyl)-5-[2-methoxy-6-(2-methoxy-2-oxoethoxy)phenyl]-1H-pyrazol-3-yl]formamido}-5-methylhexanoic acid